3-{4-[4-(3,5-dimethylpyridin-2-yl)piperazine-1-carbonyl]phenyl}-3-ethyl-1-methylpyrrolidine-2,5-dione CC=1C(=NC=C(C1)C)N1CCN(CC1)C(=O)C1=CC=C(C=C1)C1(C(N(C(C1)=O)C)=O)CC